N3-(2-(3-chloro-1-methyl-1H-pyrazol-4-yl)pyrimidin-4-yl)-6-fluoro-N5,N5-dimethyl-8-((2R,3S)-2-methyl-3-((methanesulfonyl)methyl)azetidin-1-yl)isoquinolin-3,5-diamine ClC1=NN(C=C1C1=NC=CC(=N1)NC=1N=CC=2C(=CC(=C(C2C1)N(C)C)F)N1[C@@H]([C@H](C1)CS(=O)(=O)C)C)C